C(C)N1CCC(CC1)C=1SC2=C(N1)C(=CC(=C2)C(=O)NC2CCOCC2)C 2-(1-ethylpiperidin-4-yl)-4-methyl-N-(tetrahydro-2H-pyran-4-yl)benzo[d]thiazole-6-carboxamide